C(#N)C=1C=CC(=C(C1)C1=CC(=NC=C1C(=O)NC=1SC2=C(N1)CN(C2)C(=O)C2CC(C2)OC(C)C)C)OC 4-(5-Cyano-2-methoxyphenyl)-N-(5-(3-isopropoxycyclobutane-1-carbonyl)-5,6-dihydro-4H-pyrrolo[3,4-d]thiazol-2-yl)-6-methyl-nicotinamide